(R)-(3-(3-cyclopropyl-1,2,4-thiadiazol-5-yl)-8-methyl-5,6-dihydro-[1,2,4]triazolo[4,3-a]pyrazin-7(8H)-yl)(2,3,4-trifluorophenyl)methanone C1(CC1)C1=NSC(=N1)C1=NN=C2N1CCN([C@@H]2C)C(=O)C2=C(C(=C(C=C2)F)F)F